(5S)-N-[4-chloro-2-[[(1S)-3-(cyclopropylamino)-1-[[(3S,5R)-5-methyl-2-oxo-pyrrolidin-3-yl]methyl]-2,3-dioxo-propyl]carbamoyl]phenyl]-3-methyl-2-oxo-oxazolidine-5-carboxamide ClC1=CC(=C(C=C1)NC(=O)[C@@H]1CN(C(O1)=O)C)C(N[C@H](C(C(=O)NC1CC1)=O)C[C@H]1C(N[C@@H](C1)C)=O)=O